FC1=C(C(=C(C(=C1F)F)F)F)NN 2,3,4,5,6-pentafluorophenylhydrazine